2,6-dichlorophenyl-3-butene-2-one ClC1=C(C(=CC=C1)Cl)CC(C=C)=O